ClC1=C(C=C2C=C(N=CC2=C1)NC(=O)[C@@H]1[C@H]([C@H]1C=1C=NN(C1)C)C)C1CCN(CC1)[C@]1(COC[C@H]1F)C (1R,2S,3R)-N-(7-chloro-6-(1-((3S,4S)-4-fluoro-3-methyltetrahydrofuran-3-yl)piperidin-4-yl)isoquinolin-3-yl)-2-methyl-3-(1-methyl-1H-pyrazol-4-yl)cyclopropane-1-carboxamide